1-methyl-3,4,5-triamino-pyrazole CN1N=C(C(=C1N)N)N